malonic acid dihydrazide C(CC(=O)NN)(=O)NN